3-{Difluoro[4-(4,4,5,5-tetramethyl-1,3,2-dioxaborolan-2-yl)phenyl]methyl}-1,3-dimethylazetidine FC(C1(CN(C1)C)C)(C1=CC=C(C=C1)B1OC(C(O1)(C)C)(C)C)F